(S)-4-{2-[4-(6-bromoquinolin-2-yl)phenoxy]ethyl}-1,3-dimethylpiperazin-2-one BrC=1C=C2C=CC(=NC2=CC1)C1=CC=C(OCCN2[C@H](C(N(CC2)C)=O)C)C=C1